FC(C1=NN(C2=NC=C(C=C21)O)COCC[Si](C)(C)C)(F)F 3-(trifluoromethyl)-1-[[2-(trimethylsilyl)ethoxy]methyl]pyrazolo[3,4-b]pyridin-5-ol